CC1(C[C@H](CNC1)N1N=C(C=2C1=NC=NC2N)C2=C(C=C(C=C2)OC2=CC=CC=C2)F)C (R)-1-(5,5-dimethylpiperidin-3-yl)-3-(2-fluoro-4-phenoxyphenyl)-1H-pyrazolo[3,4-d]pyrimidin-4-amine